N-methoxymethylamide COC[NH-]